BrC1=CC=CC(=N1)N1C=NNC1=O 4-(6-bromo-2-pyridinyl)-1H-1,2,4-triazol-5-one